C(C1=CC=CC=C1)OC1=NC(=CC=C1C1=NN(C2=CC(=CC=C12)CC=O)C)OCC1=CC=CC=C1 2-(3-(2,6-bis(benzyloxy)pyridin-3-yl)-1-methyl-1H-indazol-6-yl)acetaldehyde